The molecule is a sesquiterpenoid that is laurinterol in which the bromo group has been replaced by a hydrogen. Isolated from Laurencia intermedia and Aplysia kurodai, it exhibits antimicrobial activity. It has a role as a metabolite, an antimicrobial agent and an EC 3.6.3.9 (Na(+)/K(+)-transporting ATPase) inhibitor. It is a member of phenols and a sesquiterpenoid. It derives from a laurinterol. CC1=CC(=C(C=C1)[C@@]2(CC[C@H]3[C@@]2(C3)C)C)O